Butanedioic acid tert-butyl [{2-chloro-5-[2'-methyl-5'-(pentafluoroethyl)-4'-(trifluoromethyl)-2'H-[1,3'-bipyrazole]-4-yl]Benzoyl} (1-cyanocyclopropyl) amino]Methyl ester ClC1=C(C(=O)N(C2(CC2)C#N)COC(CCC(=O)OC(C)(C)C)=O)C=C(C=C1)C=1C=NN(C1)C=1N(N=C(C1C(F)(F)F)C(C(F)(F)F)(F)F)C